CC(C(C)([N+](=O)[O-])C)(C)[N+](=O)[O-] dimethyl-2,3-dinitro-butane